6-chloro-1-(7-fluoro-2-methyldibenzo[b,d]furan-4-yl)isoquinoline ClC=1C=C2C=CN=C(C2=CC1)C1=CC(=CC2=C1OC1=C2C=CC(=C1)F)C